O=C1NC(CCC1N1C(C2=CC=CC(=C2C1=O)OCCOCCOCCOCCC(=O)O)=O)=O 3-(2-(2-(2-((2-(2,6-dioxopiperidin-3-yl)-1,3-dioxoisoindolin-4-yl)oxy)ethoxy)ethoxy)ethoxy)propanoic acid